3-(5-((4-(4-aminophenoxy)-1H-1,2,3-triazol-1-yl)methyl)-1-oxoisoindolin-2-yl)piperidine-2,6-dione NC1=CC=C(OC=2N=NN(C2)CC=2C=C3CN(C(C3=CC2)=O)C2C(NC(CC2)=O)=O)C=C1